8-Ethoxy-tricyclo[5.2.1.02,6]decane-4-thiol C(C)OC1C2C3CC(CC3C(C1)C2)S